NC=1C=CC(=NC1)N1N=C(C(=C1)C1=CN=C(N1C)C(=O)NC1=CC(=C(C=C1)C(=O)N1CC2(C1)CC(C2)NC([C@H]2NC[C@@H](C2)O)=O)Cl)C(F)(F)F 5-[1-(5-amino-2-pyridyl)-3-(trifluoromethyl)pyrazol-4-yl]-N-[3-chloro-4-[6-[[(2s,4r)-4-hydroxyprolinyl]amino]-2-azaspiro[3.3]heptane-2-carbonyl]phenyl]-1-methyl-imidazole-2-carboxamide